The molecule is an N-acylglycinate arising from deprotonation of the carboxy group of N-acetylglycine; major species at pH 7.3. It has a role as a human metabolite. It is a conjugate base of a N-acetylglycine. CC(=O)NCC(=O)[O-]